[Cl-].C(CCCCCCC)[NH+]1CC(CC1)C 1-Octyl-3-Methylpyrrolidinium chlorid